N-(8-quinolinyl)-2-(trifluoromethyl)benzamide N1=CC=CC2=CC=CC(=C12)NC(C1=C(C=CC=C1)C(F)(F)F)=O